2-(6-azaspiro[3.4]octan-6-yl)-8-bromo-3-methyl-quinazolin-4-one C1CCC12CN(CC2)C2=NC1=C(C=CC=C1C(N2C)=O)Br